OC1CCN(CC1)C=1C=C(C=C2C(N(C=3N(C12)[C@@H](CN3)C)CC=3C=NN(C3)C)=O)S(=O)(=O)NC3(CC3)C (R)-9-(4-hydroxypiperidin-1-yl)-1-methyl-4-((1-methyl-1H-pyrazol-4-yl)methyl)-N-(1-methylcyclopropyl)-5-oxo-1,2,4,5-tetrahydroimidazo[1,2-a]quinazoline-7-sulfonamide